NC[C@@H](F)C=1C=NC(=NC1)C1=C(C=C(C#N)C=C1)OC=1N(N=C(C1)C1CC1)C 4-[5-[(1S)-2-amino-1-fluoroethyl]pyrimidin-2-yl]-3-(5-cyclopropyl-2-methylpyrazol-3-yl)oxybenzonitrile